2-(3-(2-(bicyclo[1.1.1]pentan-1-ylamino)pyrimidin-5-yl)-6-oxopyridazin-1(6H)-yl)-N-cyclobutylacetamide C12(CC(C1)C2)NC2=NC=C(C=N2)C2=NN(C(C=C2)=O)CC(=O)NC2CCC2